2-(((3R,5R)-3,5-dimethylmorpholino)methyl)-7-(5-fluoro-2-(((3S,4R)-3-hydroxytetrahydro-2H-pyran-4-yl)amino)pyrimidin-4-yl)-1-isopropyl-3-methylquinolin-4(1H)-one C[C@@H]1COC[C@H](N1CC=1N(C2=CC(=CC=C2C(C1C)=O)C1=NC(=NC=C1F)N[C@H]1[C@@H](COCC1)O)C(C)C)C